2-(4-iodophenyl)-4,5-dihydro-oxazole-4-carboxylic acid methyl ester COC(=O)C1N=C(OC1)C1=CC=C(C=C1)I